2-(4-piperidylamino)-3H-quinazolin-4-one N1CCC(CC1)NC1=NC2=CC=CC=C2C(N1)=O